tert-Butyl 2-(7-{5-chloro-2-[(oxan-4-yl)amino]pyrimidin-4-yl}-1-oxo-1,2,3,4-tetrahydroisoquinolin-2-yl)acetate ClC=1C(=NC(=NC1)NC1CCOCC1)C1=CC=C2CCN(C(C2=C1)=O)CC(=O)OC(C)(C)C